tert-butyl (2R,4R)-4-((tert-butyldiphenylsilyl)oxy)-2-((S)-1-hydroxyethyl)pyrrolidine-1-carboxylate [Si](C1=CC=CC=C1)(C1=CC=CC=C1)(C(C)(C)C)O[C@@H]1C[C@@H](N(C1)C(=O)OC(C)(C)C)[C@H](C)O